CC1=C(SC=C1)C(=O)O methylthiophene-2-carboxylic acid